N=1C=NN2C1C=C(C=C2)OC2=C(C=C(C=C2)NC2=NC=NC1=CC(=C(C=C21)NC(C(=CC=2N(C=CC2)C)F)=O)OCC)C N-(4-((4-([1,2,4]triazolo[1,5-a]pyridin-7-yloxy)-3-methylphenyl)amino)-7-ethoxyquinazolin-6-yl)-2-fluoro-3-(1-methylpyrrole-2-yl)acrylamide